NCC1=NNC(C2=CC=C(C=C12)C=1C=NN(C1C1=C(C#N)C(=CC(=C1F)Cl)N1C2CCC1CC2)C)=O 2-(4-(4-(aminomethyl)-1-oxo-1,2-dihydrophthalazin-6-yl)-1-methyl-1H-pyrazol-5-yl)-6-(7-azabicyclo[2.2.1]heptan-7-yl)-4-chloro-3-fluorobenzonitrile